tert-butyl 3-allyl-3-formylazetidine-1-carboxylate C(C=C)C1(CN(C1)C(=O)OC(C)(C)C)C=O